NC1=CC=C2[C@H](CCC(C2=C1)=O)C (S)-7-amino-4-methyl-3,4-dihydronaphthalen-1(2H)-one